FC1=CC=C(C=C1)N1N=CC2=C1C[C@@H]1CCN(C[C@]1(C2)C(=O)C2=NC=CC(=C2)C(F)(F)F)S(=O)(=O)C2=CN=NN2C ((4aR,8aS)-1-(4-fluorophenyl)-6-((1-methyl-1H-1,2,3-triazol-5-yl)sulfonyl)-4,4a,5,6,7,8,8a,9-octahydro-1H-pyrazolo[3,4-g]isoquinolin-4a-yl)(4-(trifluoromethyl)pyridin-2-yl)methanone